2-(2-((2-methoxyethyl)amino)-2-oxoethyl)isoquinolin-2-ium COCCNC(C[N+]1=CC2=CC=CC=C2C=C1)=O